CC(CCOCCC1=CC=CC=C1)C [2-(3-methylbutoxy)ethyl]benzene